[C@H]12N(C[C@H](NC1)C2)C2=NC(=NC1=CC(=CC=C21)C2=CC(=CC1=CC=CC=C21)O)OC[C@H]2N(CCC2)C 4-(4-((1R,4R)-2,5-diazabicyclo[2.2.1]heptan-2-yl)-2-(((S)-1-methylpyrrolidin-2-yl)methoxy)quinazolin-7-yl)naphthalen-2-ol